2-bromo-N-(3-(4-fluoropiperidin-1-yl)propyl)benzo[d]imidazo[2,1-b]thiazole-7-carboxamide BrC=1N=C2SC3=C(N2C1)C=CC(=C3)C(=O)NCCCN3CCC(CC3)F